ClC=1C=C(C=CC1OCC1=NC=CC=C1)NC1=CC=NC2=CC(=C(C=C12)N)OCC N4-(3-chloro-4-(pyridin-2-ylmethoxy)phenyl)-7-ethoxyquinoline-4,6-diamine